4-(3-((5-bromo-2-((3-methyl-1-(1-methylpyrrolidin-3-yl)-1H-pyrazol-4-yl)amino)pyrimidin-4-yl)amino)propyl)-1-methyl-1,4-diazepan-5-one BrC=1C(=NC(=NC1)NC=1C(=NN(C1)C1CN(CC1)C)C)NCCCN1CCN(CCC1=O)C